P(=O)(OC)(OC1=C(C=CC=C1)Cl)OC[C@@H](COCCCCCCCCCCCCCCCCC)OCC1=CC(=CC(=C1)F)C#N methyl (2-chlorophenyl) ((R)-2-((3-cyano-5-fluorobenzyl) oxy)-3-(heptadecyloxy)propyl) phosphate